BrC=1C=C(C=C(C1)NS(=O)(=O)C)C1=C(SC=C1C1=CC=CC=C1)C(=O)N (3-bromo-5-(methylsulfonylamino)phenyl)-4-phenylthiophene-2-carboxamide